5'-((1S,2S,4R)-rel-2-Amino-7-azabicyclo[2.2.1]heptan-7-carbonyl)-2'-(6,7-difluoro-1-(2-hydroxy-2-methylpropyl)-1H-benzo[d][1,2,3]triazol-5-yl)-3-fluoro-[1,1'-biphenyl]-4-carbonitril N[C@@H]1[C@@H]2CC[C@H](C1)N2C(=O)C=2C=CC(=C(C2)C2=CC(=C(C=C2)C#N)F)C2=CC1=C(N(N=N1)CC(C)(C)O)C(=C2F)F |o1:1,2,5|